C1(CC1)S(=O)(=O)C1=CC=C(C=C1)NC1=NC=CC2=CC(=C(C=C12)OCC)OCC N-[4-(cyclopropanesulfonyl)phenyl]-6,7-diethoxyisoquinolin-1-amine